O1C(NCC1)N1N=CC=2C1=NC=C(C2)C2=CC=NC=C2 1-(oxazolidin-2-yl)-5-pyridin-4-yl-pyrazolo[3,4-b]Pyridine